C(C1=CC=CC=C1)N1CCC(CC1)OC1=C(C(=C(C=C1)S(=O)(=O)N(C(OC(C)(C)C)=O)C=1N=CSC1)F)Cl tert-butyl ((4-((1-benzylpiperidin-4-yl)oxy)-3-chloro-2-fluorophenyl)sulfonyl)(thiazol-4-yl)carbamate